2-((4-chlorophenyl)sulfinyl)-N-(4-methyl-3-(pyridin-4-yl)-1H-pyrazol-5-yl)acetamide ClC1=CC=C(C=C1)S(=O)CC(=O)NC1=C(C(=NN1)C1=CC=NC=C1)C